COC1=CC(=CC=2N1C(=NN2)NS(=O)(=O)C2=C(C=CC=C2)OC)CN2N=CC(=C2)CNC(OC(C)(C)C)=O tert-butyl ((1-((5-methoxy-3-((2-methoxyphenyl)sulfonamido)-[1,2,4]triazolo[4,3-a]pyridin-7-yl)methyl)-1H-pyrazol-4-yl)methyl)carbamate